FC1=C(C=CC(=C1)C1=NOC(=C1)C1=NNC2=CC(=C(C=C12)F)OCCOC)C(=O)N1CC(C1)N1CCOCC1 (2-Fluoro-4-{5-[5-fluoro-6-(2-methoxy-ethoxy)-1H-indazol-3-yl]-isoxazol-3-yl}-phenyl)-(3-morpholin-4-yl-azetidin-1-yl)-methanone